ClC=1C=CC(=C(C(=O)O)C1)NC1=C(C=NC2=CC=C(C=C12)Cl)C=1CNCC1 5-chloro-2-((6-chloro-3-(2,5-dihydro-1H-pyrrol-3-yl)quinolin-4-yl)amino)benzoic acid